C(C)(C)(C)OC(CCC(C(=O)N)N1C(C2=CC=CC(=C2C1)O)=O)=O 5-amino-4-(4-hydroxy-1-oxoisoindol-2-yl)-5-oxopentanoic acid tert-butyl ester